CC1=NC(=NO1)C1=CC=C2C=CN=C(C2=C1)NCCC(=O)NC=1C=NN(C1)C(=O)OCCC propyl 4-(3-{[7-(5-methyl-1,2,4-oxadiazol-3-yl) isoquinolin-1-yl] amino} propionylamino)-1H-pyrazole-1-carboxylate